C(C)(C)(C)OC(=O)N1CC2=C(C=C(C(=C2CC1)F)OC)O 5-fluoro-8-hydroxy-6-methoxy-3,4-dihydroisoquinoline-2(1H)-carboxylic acid tert-butyl ester